((2-methyl-6-(trifluoromethyl)pyridin-3-yl)sulfonyl)-1-oxa-8-azaspiro[4.5]decan-3-one CC1=NC(=CC=C1S(=O)(=O)C1OC2(CC1=O)CCNCC2)C(F)(F)F